4-methyl-N-((5-methyl-4-phenylpyridin-2-yl)methyl)-3-(methylsulfonyl)benzamide CC1=C(C=C(C(=O)NCC2=NC=C(C(=C2)C2=CC=CC=C2)C)C=C1)S(=O)(=O)C